[NH4+].C(C)O ethanol, ammonium salt